ClC=1C=C(C=C(C1)Cl)C1=CC(=CC(=C1)CO)CO (3',5'-dichloro-[1,1'-biphenyl]-3,5-diyl)dimethanol